(E)-[3-Ethoxy-5,5-dimethyl-2-(4-pyridyl)cyclohex-2-en-1-yliden]-ethyl-oxonium C(C)OC1=C(C(CC(C1)(C)C)=[O+]CC)C1=CC=NC=C1